N-(1-(4-fluorobenzyl)-1H-indazol-3-yl)isoxazole-5-carboxamide FC1=CC=C(CN2N=C(C3=CC=CC=C23)NC(=O)C2=CC=NO2)C=C1